2-(((1S,6R)-6-(6-((4-cyano-2-fluorobenzyl)oxy)pyridin-2-yl)-3-azabicyclo[4.1.0]heptan-3-yl)methyl)-1-((S)-oxetan-2-ylmethyl)-1H-benzo[d]imidazole-6-carboxylic acid C(#N)C1=CC(=C(COC2=CC=CC(=N2)[C@@]23CCN(C[C@H]3C2)CC2=NC3=C(N2C[C@H]2OCC2)C=C(C=C3)C(=O)O)C=C1)F